2-[2-hydroxy-4-(2-hydroxyethyl)phenyl]-4,6-diphenyl-s-triazine OC1=C(C=CC(=C1)CCO)C1=NC(=NC(=N1)C1=CC=CC=C1)C1=CC=CC=C1